5-chloro-3-(1-methyl-1H-pyrazol-4-yl)-1H-pyrazolo[3,4-c]pyridine-1-carboxylic acid tert-butyl ester C(C)(C)(C)OC(=O)N1N=C(C=2C1=CN=C(C2)Cl)C=2C=NN(C2)C